C(C)(C)(C)C1=C(C=CC(=C1)F)NC1=C(C(=O)NC=2C(=NC(=CC2)OC)C)C=C(C=C1)Cl 2-((2-(tert-butyl)-4-fluorophenyl)amino)-5-chloro-N-(6-methoxy-2-methylpyridin-3-yl)benzamide